C1(CC1)N1C(C2=C(C=C1)C(=CN2)S(=O)(=O)NC=2C(=NC(=C(C2)F)OCC(F)F)OC)=O 6-cyclopropyl-N-[6-(2,2-difluoroethoxy)-5-fluoro-2-methoxy-3-pyridyl]-7-keto-1H-pyrrolo[2,3-c]pyridine-3-sulfonamide